n-methyl-4-[5-(trifluoromethyl)-1,2,4-oxadiazol-3-yl]Benzamide CNC(C1=CC=C(C=C1)C1=NOC(=N1)C(F)(F)F)=O